5-fluoro-3-methyl-1H-indole FC=1C=C2C(=CNC2=CC1)C